sodium hydrosulfite formate C(=O)[O-].S(=O)(O)S(=O)O.[Na+]